C(#N)N1CC2=C(CC1)N=C(S2)NC(=O)NC N-(5-cyano-4,5,6,7-tetrahydro[1,3]thiazolo[5,4-C]pyridin-2-yl)-N'-methylurea